1-(6-chloro-2-methylnaphthalen-1-yl)-1H-pyrrole-2,5-dione ClC=1C=C2C=CC(=C(C2=CC1)N1C(C=CC1=O)=O)C